2-METHYL-2H-INDAZOLE-6-BORONIC ACID CN1N=C2C=C(C=CC2=C1)B(O)O